ClC=1C=C(C=C2C=CC=NC12)N[C@H]1CN(CC1)CC(=O)N1[C@@H](CCC1)C#N (2S)-1-[2-[(3R)-3-[(8-chloro-6-quinolyl)amino]pyrrolidin-1-yl]acetyl]pyrrolidine-2-carbonitrile